FC=1C=C2C(=NC1)NC=C2C2=NC(=CC(=N2)NC2C(C1CCC2CC1)C(=O)O)OC1=CC=CC=C1 (+/-)-trans-3-((2-(5-fluoro-1H-pyrrolo[2,3-b]pyridin-3-yl)-6-phenoxypyrimidin-4-yl)amino)bicyclo[2.2.2]octane-2-carboxylic acid